trans-1-[[4-[(3S)-3-pyrazin-2-ylisoxazolidine-2-carbonyl]cyclohexyl]methyl]pyrazolo[4,3-b]pyridine-6-carbonitrile N1=C(C=NC=C1)[C@H]1N(OCC1)C(=O)[C@@H]1CC[C@H](CC1)CN1N=CC2=NC=C(C=C21)C#N